3-[2-[2-[2-[2-[[2-(2,6-dioxo-3-piperidyl)-1,3-dioxo-isoindolin-4-yl]amino]ethoxy]ethoxy]ethoxy]ethoxyl-5-methoxy-anilino]imidazo[1,2-c]pyrimidine-8-carboxamide O=C1NC(CCC1N1C(C2=CC=CC(=C2C1=O)NCCOCCOCCOCCON(C1=CC=CC(=C1)OC)C1=CN=C2N1C=NC=C2C(=O)N)=O)=O